methyl 1-{1-[(benzyloxy)carbonyl]piperidin-4-yl}-4-({[(tert-butoxy)carbonyl]amino}amino)-6-oxo-1,6-dihydropyridine-3-carboxylate C(C1=CC=CC=C1)OC(=O)N1CCC(CC1)N1C=C(C(=CC1=O)NNC(=O)OC(C)(C)C)C(=O)OC